8-bromoimidazo[1,5-a]quinoxalin-4(5H)-one BrC1=CC=C2NC(C=3N(C2=C1)C=NC3)=O